C1(CC1)C=1C=C(C=2N(C1)C=C(N2)CC2=CC(=NC=N2)NC(=O)[C@@H]2[C@H](C2)C2=NC=CC(=N2)C)N2C(N(C(C2)=O)C)=O |r| rac-(1S*,2S*)-N-(6-((6-cyclopropyl-8-(3-methyl-2,4-dioxoimidazolidin-1-yl)imidazo[1,2-a]pyridin-2-yl)methyl)pyrimidin-4-yl)-2-(4-methylpyrimidin-2-yl)cyclopropane-1-carboxamide